FC1(CC(OC1)CN1C=NC2=C1C=CC=C2)F ((4,4-difluorotetrahydrofuran-2-yl)methyl)-1H-benzo[d]imidazole